6-chloro-N-((5-cyano-1,4,5,6-tetrahydropyrrolo[3,4-c]pyrazol-3-yl)methyl)imidazo[1,2-a]pyridine-2-carboxamide ClC=1C=CC=2N(C1)C=C(N2)C(=O)NCC=2C1=C(NN2)CN(C1)C#N